CC1(CCCCC1)C 1,1-dimethylcyclohexane